CC=1N(C(=CC1)C)C1=NN2C(C=C(C=C2F)I)=N1 2-(2,5-dimethyl-1H-pyrrol-1-yl)-5-fluoro-7-iodo-[1,2,4]triazolo[1,5-a]pyridine